Methyl (S)-2-(4-methylpiperidine-4-carboxamido)-9-(5,6,7,8-tetrahydro-1,8-naphthyridin-2-yl)nonanoate CC1(CCNCC1)C(=O)N[C@H](C(=O)OC)CCCCCCCC1=NC=2NCCCC2C=C1